(R)-6-chloro-3-((1-(2-(4-(1-isopropyl-1H-1,2,3-triazol-4-yl)piperidin-1-yl)-3,6-dimethyl-4-oxo-3,4-dihydroquinazolin-8-yl)ethyl)amino)-N-(methylsulfonyl)picolinamide ClC1=CC=C(C(=N1)C(=O)NS(=O)(=O)C)N[C@H](C)C=1C=C(C=C2C(N(C(=NC12)N1CCC(CC1)C=1N=NN(C1)C(C)C)C)=O)C